3-[[(2S)-1-[6-oxo-5-(trifluoromethyl)-1,6-dihydropyridazin-4-yl]pyrrolidin-2-yl]methoxy]-N-[4-(pyridin-2-yloxy)cyclohexyl]propanamide O=C1C(=C(C=NN1)N1[C@@H](CCC1)COCCC(=O)NC1CCC(CC1)OC1=NC=CC=C1)C(F)(F)F